(benzo[d]thiazol-5-yl)ethan-1-one S1C=NC2=C1C=CC(=C2)C(C)=O